C1(CC1)C1=NN(C=C1C1=NC(=C(C=C1)F)C)[C@@H]1C[C@H](C1)C#CC=1C=C2CN(C(C2=CC1)=O)N1C(CCCC1=O)=O (5-((Trans-3-(3-cyclopropyl-4-(5-fluoro-6-methylpyridin-2-yl)-1H-pyrazol-1-yl)cyclobutyl)ethynyl)-1-oxoisoindolin-2-yl)piperidine-2,6-dione